C(C)(C)(C)C1=CC=C(C=C1)CC(=O)N1C[C@@H](CC[C@@H]1C)C(=O)OC methyl (3R,6S)-1-(2-(4-(tert-butyl) phenyl) acetyl)-6-methylpiperidine-3-carboxylate